4-(4-aminophenyl)butanoate NC1=CC=C(C=C1)CCCC(=O)[O-]